C(#N)C=1C=NN2C1C(=CC(=C2)C=2C=NN(C2)CC(=O)NC)SC2=C(C=CC=C2)C#N 2-(4-(3-cyano-4-((2-cyanophenyl)thio)pyrazolo[1,5-a]pyridin-6-yl)-1H-pyrazol-1-yl)-N-methylacetamide